Tert-butyl 3-(7-bromo-5-(dimethylcarbamoyl)-1H-indol-2-yl)-5,6-dihydropyridine-1(2H)-carboxylate BrC=1C=C(C=C2C=C(NC12)C=1CN(CCC1)C(=O)OC(C)(C)C)C(N(C)C)=O